1-indeneamine C1(C=CC2=CC=CC=C12)N